ClC1=C(C=C(C=C1)N(C(=O)C1N(NC(C1)=O)C1=NC(=CC(=N1)C)C(F)(F)F)CC#CC=1C=NC(=NC1)C)C N-(4-chloro-3-methylphenyl)-2-(4-methyl-6-(trifluoromethyl)pyrimidin-2-yl)-N-(3-(2-methylpyrimidin-5-yl)prop-2-yn-1-yl)-5-oxopyrazolidine-3-carboxamide